C(#N)N1[C@H]2[C@@H](C[C@@H]1CC2)NC(=O)C=2C=NC(=CC2)OCC2CC2 N-((1R,2R,4S)-7-cyano-7-azabicyclo[2.2.1]heptan-2-yl)-6-(cyclopropylmethoxy)-3-pyridinecarboxamide